2-[4-(cyclopentylamino)-phenyl]-5-hydroxy-N-[4-methyl-3-(trifluoromethyl)phenyl]pyridine-3-carboxamide C1(CCCC1)NC1=CC=C(C=C1)C1=NC=C(C=C1C(=O)NC1=CC(=C(C=C1)C)C(F)(F)F)O